N-(2-hydroxy-3-hexadecyloxypropyl)-N-2-hydroxyethyldecanamide OC(CN(C(CCCCCCCCC)=O)CCO)COCCCCCCCCCCCCCCCC